N-(1-(Methylsulfonyl)piperidin-4-yl)-7-(1H-pyrazol-4-yl)-8-(pyrrolidin-1-yl)-[1,2,4]triazolo[1,5-c]pyrimidin-2-amine CS(=O)(=O)N1CCC(CC1)NC1=NN2C=NC(=C(C2=N1)N1CCCC1)C=1C=NNC1